CC=1C=C(C=CC1[N+](=O)[O-])NC1=NC=C2CCN(CC2=C1)C(=O)OC(C)(C)C tert-butyl 7-[(3-methyl-4-nitrophenyl) amino]-1,2,3,4-tetrahydro-2,6-naphthyridine-2-carboxylate